phospho-morpholine P(=O)(=O)N1CCOCC1